ClC1=C(C(=CC=C1F)F)[C@H]1N(OCC1)C1=CC(=NC=N1)NC=1C(=CC(=C(C1)NC(C=C)=O)N1CCC(CC1)N1CCN(CC1)C1CC1)OC N-(5-((6-((S)-3-(2-chloro-3,6-difluorophenyl)isoxazolidine-2-yl)pyrimidine-4-yl)amino)-2-(4-(4-cyclopropyl-piperazine-1-yl)piperidine-1-yl)-4-methoxyphenyl)acrylamide